Cl.NC(C(=O)O)CCC Aminopentanoic acid hydrochloride